N-(5-(4-aminophenyl)-2-chloropyridin-3-yl)benzenesulfonamide NC1=CC=C(C=C1)C=1C=C(C(=NC1)Cl)NS(=O)(=O)C1=CC=CC=C1